3-(3-bromo-6-(o-tolyl)-2H-indazol-2-yl)butan-1-ol BrC=1N(N=C2C=C(C=CC12)C1=C(C=CC=C1)C)C(CCO)C